[Si](C)(C)(C(C)(C)C)OC1=CCC(N(C=C1)CC1=CC(=CC(=C1)F)F)=O 5-((tert-butyldimethylsilyl)oxy)-1-(3,5-difluorobenzyl)azepin-2-one